silicon-aluminum-calcium-zinc [Zn].[Ca].[Al].[Si]